diphenylmethylene-(3-butyl-cyclopentadienyl)(2,7-di-tert-butyl-9-fluorenyl)-zirconium(IV) dichloride [Cl-].[Cl-].C1(=CC=CC=C1)C(C1=CC=CC=C1)=[Zr](C1C2=CC(=CC=C2C=2C=CC(=CC12)C(C)(C)C)C(C)(C)C)C1C=C(C=C1)CCCC